tert-Butyl ((S)-1-(((S)-1-(((R)-1-((R)-2-benzyl-4-hydroxybutanoyl)-3-(4-chlorobenzyl)piperidin-3-yl)amino)-3-methoxy-1-oxopropan-2-yl)amino)-1-oxopropan-2-yl)carbamate C(C1=CC=CC=C1)[C@@H](C(=O)N1C[C@@](CCC1)(CC1=CC=C(C=C1)Cl)NC([C@H](COC)NC([C@H](C)NC(OC(C)(C)C)=O)=O)=O)CCO